COC(C1=C(C=CC(=C1)F)NC(CCC(=O)OC)=O)=O 5-fluoro-2-(4-methoxy-4-oxobutanoylamino)benzoic acid methyl ester